BrC1=C(SC=C1)CBr 3-bromo-2-(bromomethyl)thiophene